5-chloro-6-(piperazin-1-yl)-1H-indazole ClC=1C=C2C=NNC2=CC1N1CCNCC1